C(N)(OC1C(N(C1)C1=CC(=C2C(=N1)C(=CS2)C(NC)=O)C(F)(F)F)C(C)(C)C)=O (tert-butyl 1-(3-(methylcarbamoyl)-7-(trifluoromethyl) thieno[3,2-b]pyridin-5-yl) azetidin-3-yl) carbamate